heptatriacontyl oleate C(CCCCCCC\C=C/CCCCCCCC)(=O)OCCCCCCCCCCCCCCCCCCCCCCCCCCCCCCCCCCCCC